1-HYDROXY-2(1H)-PYRIDINETHIONE ON1C(C=CC=C1)=S